2-isothiocyanato-5-methoxypyridine N(=C=S)C1=NC=C(C=C1)OC